2-Naphthylselenious acid C1=C(C=CC2=CC=CC=C12)[SeH](=O)(O)O